FC=1C=C(C=CC1[N+](=O)[O-])N1CCC(CC1)(O)CC(=O)OC(C)(C)C tert-butyl 2-(1-(3-fluoro-4-nitrophenyl)-4-hydroxypiperidin-4-yl)acetate